C(C)OC(=O)C1=C(N=C(S1)NC1=NC(=CC(=N1)N1CCN(CC1)C)N(CC1=CC(=C(C(=C1)OC)OC)OC)C)C 2-[[4-[4-methyl-1-piperazinyl]-6-[N-methyl-N-[(3,4,5-trimethoxyphenyl)methyl]amino]-2-pyrimidinyl]amino]-4-methyl-5-thiazolecarboxylic acid ethyl ester